tert-butyl 1-(2-(difluoro(3-fluoro-5-(trifluoromethyl)phenyl)methyl)pyridin-4-yl)-4-oxo-1,4,6,7-tetrahydro-5H-pyrazolo[4,3-c]pyridine-5-carboxylate FC(C1=NC=CC(=C1)N1N=CC=2C(N(CCC21)C(=O)OC(C)(C)C)=O)(C2=CC(=CC(=C2)C(F)(F)F)F)F